N-(1-methylpiperidin-4-yl)-1H-indole CN1CCC(CC1)N1C=CC2=CC=CC=C12